N-[(2-amino-3-chloroquinolin-7-yl)methyl]-6-(1-cyanocyclopropyl)-N-(2-methanesulfonylpyridin-3-yl)pyridine-3-carboxamide NC1=NC2=CC(=CC=C2C=C1Cl)CN(C(=O)C=1C=NC(=CC1)C1(CC1)C#N)C=1C(=NC=CC1)S(=O)(=O)C